Isopropyl (S,3S)-3-((2-methyl-6-(3-methyl-4-(((tetrahydro-2H-pyran-2-yl)oxy)methyl) isoxazol-5-yl)pyridin-3-yl)oxy)cyclohexane-1-carboxylate CC1=NC(=CC=C1O[C@@H]1C[C@H](CCC1)C(=O)OC(C)C)C1=C(C(=NO1)C)COC1OCCCC1